tert-butyl N-{3-[(5-bromo-2-chloropyrimidin-4-yl)oxy]phenyl}carbamate BrC=1C(=NC(=NC1)Cl)OC=1C=C(C=CC1)NC(OC(C)(C)C)=O